methyl (S)-4-(3,5-difluoro-2-((S)-1-fluoroethyl) phenyl)-2-methyl-5-oxo-1,4,5,7-tetrahydrofuro[3,4-b]pyridine-3-carboxylate FC=1C(=C(C=C(C1)F)[C@@H]1C2=C(NC(=C1C(=O)OC)C)COC2=O)[C@H](C)F